2-(4-chloro-3-fluorophenoxy)-N-[(3S,6R)-6-{5-[(1s,3s)-3-cyclopropoxy-cyclobutyl]-1,3,4-oxadiazol-2-yl}piperidin-3-yl]acetamide ClC1=C(C=C(OCC(=O)N[C@@H]2CN[C@H](CC2)C=2OC(=NN2)C2CC(C2)OC2CC2)C=C1)F